Phosphorus arabinose O=C[C@@H](O)[C@H](O)[C@H](O)CO.[P]